NC1=CC=C(C(=C1C(=O)N(C)C)F)C=1C(=C2C(=NC1)NC[C@@]21C[C@@H](CC1)N1N=C(C=C1)C(F)(F)F)Cl 6-Amino-3-((1S,3R)-4'-chloro-3-(3-(trifluoromethyl)-1H-pyrazol-1-yl)-1',2'-dihydrospiro[cyclopentane-1,3'-pyrrolo[2,3-b]pyridin]-5'-yl)-2-fluoro-N,N-dimethylbenzamide